FC(C(=O)O)(F)F.ClC1=C(C=C(C=C1)C1(CNC1)O)OC 3-(4-chloro-3-methoxyphenyl)azetidin-3-ol trifluoroacetate